(R)-3-(2-(4-Fluorophenyl)-1H-pyrrolo[2,3-b]pyridin-5-yl)-N-(1-hydroxybutan-2-yl)benzamide FC1=CC=C(C=C1)C1=CC=2C(=NC=C(C2)C=2C=C(C(=O)N[C@@H](CO)CC)C=CC2)N1